7-(2-(cyclopentylamino)-2-oxoethoxy)naphthalen C1(CCCC1)NC(COC1=CC=C2C=CC=CC2=C1)=O